(S)-1-(4-methoxybenzyl)-3-(4-(1-(methylsulfonyl)pyrrolidin-3-yl)phenyl)urea COC1=CC=C(CNC(=O)NC2=CC=C(C=C2)[C@H]2CN(CC2)S(=O)(=O)C)C=C1